O1N=C(N=C1)C1(CCN(CC1)CC1=CC=C(C=C1)NC(C)=O)CCC1=CC=CC=C1 N-(4-((4-(1,2,4-oxadiazol-3-yl)-4-phenethyl-piperidin-1-yl)methyl)phenyl)acetamide